3-[4-({3-[(2R,6S)-2,6-Dimethylmorpholin-4-carbonyl]-5,6-dihydrocyclopenta[c]pyrazol-1(4H)-yl}acetyl)piperazin-1-yl]-2-methylbenzonitril C[C@@H]1CN(C[C@@H](O1)C)C(=O)C=1C2=C(N(N1)CC(=O)N1CCN(CC1)C=1C(=C(C#N)C=CC1)C)CCC2